lithium (Z)-1,4,7,10-tetraoxacyclododecan-8-ene hexafluorophosphate F[P-](F)(F)(F)(F)F.O1CCOCCO\C=C/OCC1.[Li+]